FC(C1=NN(C(=N1)C(=O)N1[C@H](C2=C(CC1)NC=N2)C2=NN1C(C=CC(=C1)C(F)(F)F)=C2)C)F (R)-(3-(difluoromethyl)-1-methyl-1H-1,2,4-triazol-5-yl)(4-(6-(trifluoromethyl)pyrazolo[1,5-a]pyridin-2-yl)-6,7-dihydro-1H-imidazo[4,5-c]pyridin-5(4H)-yl)methanone